(2S,4R)-6,7-dichloro-4-hydroxy-N-[3-(2-{[(1s,3R)-3-(trifluoromethoxy)cyclobutyl]oxy}acetamido)bicyclo[1.1.1]pentan-1-yl]-3,4-dihydro-2H-1-benzopyran-2-carboxamide ClC=1C(=CC2=C([C@@H](C[C@H](O2)C(=O)NC23CC(C2)(C3)NC(COC3CC(C3)OC(F)(F)F)=O)O)C1)Cl